CC1=NNC(=C1)NC1=NC(=CC(=C1)C1(CC1)C#N)N1[C@@H](COCC1)C {2-[(3-methyl-1H-pyrazol-5-yl)amino]-6-[(3R)-3-methylmorpholin-4-yl]pyridin-4-yl}cyclopropane-1-carbonitrile